O[C@@](C(=O)O)(CS(=O)(=O)C)C (S)-2-hydroxy-2-methyl-3-(methylsulfonyl)propionic acid